2-tertiary butyl-phenol C(C)(C)(C)C1=C(C=CC=C1)O